(1S,2S)-N-[(2S)-2-(3-chlorophenyl)-2-hydroxyethyl]-2-phenylcyclopropane-1-carboxamide ClC=1C=C(C=CC1)[C@@H](CNC(=O)[C@@H]1[C@H](C1)C1=CC=CC=C1)O